ClC=1C=C2CCN(C(C2=C(C1)Cl)C)C(=O)[C@@H]1CN(CCO1)C=1C=NC=CC1 (6,8-dichloro-1-methyl-3,4-dihydroisoquinolin-2(1H)-yl)((S)-4-(pyridin-3-yl)morpholin-2-yl)methanone